C1(=CC=CC=C1)CCC(=O)NC(=NC1=CC=CC=C1)NC(CCC1=CC=CC=C1)=O N,N'-bis(3-phenylpropanoyl)-N''-phenylguanidine